5-chloro-4-(3-methylpiperidin-1-yl)-7-nitroquinolin-8-ol ClC1=C2C(=CC=NC2=C(C(=C1)[N+](=O)[O-])O)N1CC(CCC1)C